tert-Butyl N-[(1R)-1-[2-(2,4-difluorophenyl)-3,6-dimethyl-4-oxo-chromen-8-yl]ethyl]carbamate FC1=C(C=CC(=C1)F)C=1OC2=C(C=C(C=C2C(C1C)=O)C)[C@@H](C)NC(OC(C)(C)C)=O